O[C@@H](C(=O)[O-])CCCC (R)-hydroxycaproate